(R)-2-amino-1-(3-hydroxy-2,6-dimethyl-phenyl)-5,6-dimethyl-pyrrolo[2,3-b]pyridine-3-carboxamide NC1=C(C=2C(=NC(=C(C2)C)C)N1C1=C(C(=CC=C1C)O)C)C(=O)N